2-(4-fluorophenyl)-3-(pyridin-4-yl)-4,5,6,7-tetrahydropyrazolo[1,5-a]pyrazine-7-carboxamide FC1=CC=C(C=C1)C1=NN2C(CNCC2C(=O)N)=C1C1=CC=NC=C1